FC1=CC=CC=2N=C(SC21)N 7-fluoro-benzo[d]thiazol-2-amine